OC1=CC=C(O[C@@H](C(=O)O)C)C=C1 R-(+)-2-(4-hydroxyphenoxy)propanoic acid